ClC1=NC=CC=2C3=C(C(N(C12)C)C)C=NN(C3=O)C 7-chloro-2,5,6-trimethyl-5,6-dihydropyridazino[4,5-c][1,7]naphthyridin-1(2H)-one